tert-Butyl 3-((6-ethynylpyridin-3-yl)oxy)azetidin-1-carboxylate C(#C)C1=CC=C(C=N1)OC1CN(C1)C(=O)OC(C)(C)C